4-methyl-2H,3H-furo[2,3-b]pyridin-6-amine CC1=C2C(=NC(=C1)N)OCC2